4-methylenedioxy-N-methylbenzenebutylamine C1OC2=CC=C(C=C2O1)CCCCNC